3-bromo-2-((4-methoxybenzyl)amino)quinoxaline-6-carboxylic acid methyl ester COC(=O)C=1C=C2N=C(C(=NC2=CC1)NCC1=CC=C(C=C1)OC)Br